2,5-dimethyl-oxolane CC1OC(CC1)C